6-amino-hexan-1-ol NCCCCCCO